N-(4-(benzylamino)-4-oxobut-1-en-2-yl)-N,N-dimethyltetradecan-1-aminium chloride [Cl-].C(C1=CC=CC=C1)NC(CC(=C)[N+](CCCCCCCCCCCCCC)(C)C)=O